COP(=O)(N(CC(C)C)CC1=CC(=CC(=C1)Br)Br)C1=CC=CC=C1.COC1=C(C(=CC=C1)OC)S(=O)(=O)NC1=NOC2=C1C(=CC(=C2)CN2N=CC=C2C)OC 2,6-dimethoxy-N-{4-methoxy-6-[(5-methyl-1H-pyrazol-1-yl)methyl]-1,2-benzoxazol-3-yl}benzene-1-sulfonamide methyl-N-(3,5-dibromobenzyl)-N-isobutyl-P-phenylphosphonamidate